ClC=1C(=CC(=C(C1)N1N=NC(=C1)C=O)F)OC 1-(5-chloro-2-fluoro-4-methoxyphenyl)-1H-1,2,3-triazole-4-carbaldehyde